cis-1-(2-(benzyloxy)cyclobutyl)-5-cyclopropyl-3-isothiocyanatopyridin-2(1H)-one C(C1=CC=CC=C1)O[C@@H]1[C@@H](CC1)N1C(C(=CC(=C1)C1CC1)N=C=S)=O